7-fluoro-5-((R)-5-methyl-piperidin-3-yl)-quinoline-8-carbonitrile FC1=CC(=C2C=CC=NC2=C1C#N)[C@@H]1CNCC(C1)C